(4aS,9bS)-9-fluoro-7-(trifluoromethyl)-1,2,3,4,4a,9b-hexahydrobenzofuro[3,2-b]pyridine-2,2-d2 FC1=CC(=CC2=C1[C@@H]1NC(CC[C@@H]1O2)([2H])[2H])C(F)(F)F